N-(N,N-dimethylaminomethyl)acrylamide tert-Butyl-((S,E)-4-(methylsulfonyl)-1-((S)-2-oxopyrrolidin-3-yl)but-3-en-2-yl)carbamate C(C)(C)(C)N(C(O)=O)[C@@H](C[C@H]1C(NCC1)=O)\C=C\S(=O)(=O)C.CN(C)CNC(C=C)=O